C1CC12CN(CC2)C(C)C2=CC1=C(C(=N2)C2CC2)CN(C1=O)C1=CC(=CC=C1)C1(COC1)CC1=NN=CN1C 6-(1-(5-Azaspiro[2.4]heptan-5-yl)ethyl)-4-cyclopropyl-2-(3-(3-((4-methyl-4H-1,2,4-triazol-3-yl)methyl)oxetan-3-yl)phenyl)-2,3-dihydro-1H-pyrrolo[3,4-c]pyridin-1-one